CC1=NNC(=C1C=1C(=NC=CC1)OC1CCN(C1)C=1C(N(N=CC1)C1OCCCC1)=O)C [4-(3,5-dimethyl-1H-pyrazol-4-yl(2-pyridyl)oxy)pyrrolidin-1-yl]-2-tetrahydropyran-2-yl-pyridazin-3-one